4-amino-2'-methyl-spiro[cyclohexane-1,1'-indene]-4-carboxylic acid NC1(CCC2(C(=CC3=CC=CC=C23)C)CC1)C(=O)O